NC=1N(C=C(N1)CC(=O)OC)C1=CC=CC=C1 methyl 2-(2-amino-1-phenyl-1H-imidazol-4-yl)acetate